ClC=1C=C(C=CC1)NCC(=O)N1[C@@H]2CC([C@H]([C@H]1C(=O)N[C@H](C[C@@H]1C(NCC1)=O)\C=C(\S(=O)(=O)C)/F)CC2)(F)F (1S,3S,4S)-2-((3-chlorophenyl)glycyl)-5,5-difluoro-N-((R,E)-4-fluoro-4-(methylsulfonyl)-1-((R)-2-oxopyrrolidin-3-yl)but-3-en-2-yl)-2-azabicyclo[2.2.2]octane-3-carboxamide